zinc 8-decenate C(CCCCCCC=CC)(=O)[O-].[Zn+2].C(CCCCCCC=CC)(=O)[O-]